C1(CC1)C=1C2=C(C(N(C1)C1=CC(=CC=C1)C1(CC(C1)OC)C1=NN=CN1C)=O)NC(=C2)CN2C[C@H](CCC2)C cis-4-cyclopropyl-6-[3-[3-methoxy-1-(4-methyl-1,2,4-triazol-3-yl)cyclobutyl]phenyl]-2-[[(3S)-3-methylpiperidin-1-yl]methyl]-1H-pyrrolo[2,3-c]pyridin-7-one